1-(2-buten-1-yl)-4-propylbenzene C(C=CC)C1=CC=C(C=C1)CCC